FC1CC(N(C1)C(C(CC1=NC=CC=C1)C)=O)C(=O)NC(C1=CC=C(C=C1)C(C)C)C1=CC=CC=C1 4-fluoro-1-[2-methyl-3-(pyridin-2-yl)propionyl]-N-{phenyl-[4-(propan-2-yl)phenyl]methyl}pyrrolidine-2-carboxamide